4-((5-Methoxy-1,2-dimethyl-4,7-dioxo-4,7-dihydro-1H-indol-3-yl)methoxy)-4-oxobutanoic acid COC=1C(C=2C(=C(N(C2C(C1)=O)C)C)COC(CCC(=O)O)=O)=O